N-methyl-4-amino-3,3-dimethylbutyl-triethoxysilane CNCC(CC[Si](OCC)(OCC)OCC)(C)C